FC(S(=O)(=O)[O-])(F)F.BrC1=C(C=CC=C1)C(C1=CN(C2=CC=CC=C12)C)[P+](C1=CC=CC=C1)(C1=CC=CC=C1)C1=CC=CC=C1 ((2-bromophenyl)(1-methyl-1H-indol-3-yl)methyl)triphenylphosphonium trifluoromethanesulfonate